4-[5-(cyclopropylmethyl)-1,2,4-oxadiazol-3-yl]-4-methylpiperidine hydrochloride Cl.C1(CC1)CC1=NC(=NO1)C1(CCNCC1)C